dicyclohexyl-cyclopentadienyl-2,7-di-t-butylfluorenyl-methane C1(CCCCC1)C(C1=C(C=CC=2C3=CC=C(C=C3CC12)C(C)(C)C)C(C)(C)C)(C1C=CC=C1)C1CCCCC1